4-chloro-N-(5-(4-cyanophenyl)thiazolo[5,4-b]pyridin-2-yl)-6-methylnicotinamide ClC1=CC(=NC=C1C(=O)NC=1SC2=NC(=CC=C2N1)C1=CC=C(C=C1)C#N)C